ClC1=C(C=CC(=N1)C(=O)NC)N1CCN(CC1)CC1=CC=C2C(N(C(NC2=C1)=O)C)=S 6-chloro-N-methyl-5-(4-((3-methyl-2-oxo-4-thioxo-1,2,3,4-tetrahydroquinazolin-7-yl)methyl)piperazin-1-yl)picolinamide